((4-(1-(m-tolyl)piperidin-4-yl)-1H-indazol-5-yl)methyl)ethane-1,2-Diamine C1(=CC(=CC=C1)N1CCC(CC1)C1=C2C=NNC2=CC=C1CC(CN)N)C